6-fluoro-4-methyl-3-{3-methyl-5-[4-(trifluoromethyl)phenoxy]phenyl}-1-(4-methylbenzenesulfonyl)-1H,4H,5H-pyrrolo[3,2-b]pyridin-5-one FC1=CC2=C(N(C1=O)C)C(=CN2S(=O)(=O)C2=CC=C(C=C2)C)C2=CC(=CC(=C2)OC2=CC=C(C=C2)C(F)(F)F)C